1-[3-Hydroxy-2-(5H-imidazo[1,5-b]isoindol-5-yl)-7-azaspiro[3.5]nonan-7-yl]-2-tetrahydropyran-4-yl-ethanon OC1C(CC12CCN(CC2)C(CC2CCOCC2)=O)C2N1C(C=3C=CC=CC23)=CN=C1